N-(2-(2-amino-6-hydroxy-9H-purin-9-yl)ethyl)-3-cyclopropyl-1H-pyrazole-5-carboxamide NC1=NC(=C2N=CN(C2=N1)CCNC(=O)C1=CC(=NN1)C1CC1)O